alpha-tertiary butylglycine C(C)(C)(C)C(N)C(=O)O